CC(C(C)C)N1N=CC(=C1C)C(=O)N(C1=CN=NC=C1)CC 1-(1,2-dimethylpropyl)-N-ethyl-5-methyl-N-pyridazin-4-yl-pyrazole-4-carboxamide